FC(C(=O)[O-])(F)F.C12(CC3CC(CC(C1)C3)C2)C2=NOC(=N2)C(CCCC[NH+](C)C)[NH3+].FC(C(=O)[O-])(F)F 1-(3-(adamantan-1-yl)-1,2,4-oxadiazol-5-yl)-N5,N5-dimethylpentane-1,5-diaminium 2,2,2-trifluoroacetate